Cl.NC1=CC=CC=C1 aniline hydrochloric acid salt